C(C(=O)N)N(CC(=O)O)CC(=O)[O-] The molecule is an ADA. It is a conjugate base of a 2,2'-[(2-amino-2-oxoethyl)imino]diacetic acid. It is a conjugate acid of a 2,2'-[(2-amino-2-oxoethyl)imino]diacetate(2-).